N-(2-Oxo-2-((2'-oxo-1,1',2',3-tetrahydrospiro[indene-2,3'-pyrrolo[2,3-b]pyridine]-5-yl)amino)ethyl)-N-(2-(((2,2,2-trifluoroethyl)amino)methyl)benzyl)pivalamide O=C(CN(C(C(C)(C)C)=O)CC1=C(C=CC=C1)CNCC(F)(F)F)NC=1C=C2CC3(C(NC4=NC=CC=C43)=O)CC2=CC1